copper-silver-iron [Fe].[Ag].[Cu]